C(CCC)N(C(=O)NC1=CC=C(C=C1)OCCCCCCN1N=NC(=C1)CNC1=C2C(N(C(C2=CC=C1)=O)C1C(NC(CC1)=O)=O)=O)CC1=CC=C(C(=O)NO)C=C1 4-((1-butyl-3-(4-((6-(4-(((2-(2,6-dioxopiperidin-3-yl)-1,3-dioxoisoindolin-4-yl)amino)methyl)-1H-1,2,3-triazol-1-yl)hexyl)oxy)phenyl)ureido)methyl)-N-hydroxybenzamide